N-(7-bromotetrahydronaphthalen-6-yl)acetamide (S)-tert-butyl-2-((((9H-fluoren-9-yl)methoxy)carbonyl)amino)-4-(ethylsulfanyl)-4-oxobutanoate C(C)(C)(C)OC([C@H](CC(=O)SCC)NC(=O)OCC1C2=CC=CC=C2C=2C=CC=CC12)=O.BrC1=C(C=C2CCCCC2=C1)NC(C)=O